COC1=CC=C(C=C1)C1N(N(CN1)C1=CC=CC=C1)C1=CC=CC=C1 (4-methoxyphenyl)-1,2-diphenyl-1,2,4-triazolidine